C(C1=CC=CC=C1)N([C@H]1CCC=2C=3C1=C1C(=NC3C=C(C2C)F)C2=CC3=C(C(N2C1)=O)COC([C@]3(O)CC)=O)C (1S,9S)-1-(benzyl(methyl)amino)-9-ethyl-5-fluoro-9-hydroxy-4-methyl-1,2,3,9,12,15-hexahydro-10H,13H-benzo[de]pyrano[3',4':6,7]indolizino[1,2-b]quinoline-10,13-dione